C(C)C=1N=NSC1C(=O)N[C@H](C(=O)NC=1C(N(C=CC1)CC(=O)NC1C2CC3CC(CC1C3)C2)=O)CCC(C(=O)NC)=O (S)-2-(4-Ethyl-1,2,3-thiadiazol-5-carboxamido)-N1-(1-(2-(2-adamantylamino)-2-oxoethyl)-2-oxo-1,2-dihydropyridin-3-yl)-N6-methyl-5-oxohexandiamid